CC1(CC(C1)NC1=NN2C(C=N1)=C(C=C2)C=2C=NC1=NC=CC=C1C2)C N-(3,3-dimethylcyclobutyl)-5-(1,8-naphthyridin-3-yl)pyrrolo[2,1-f][1,2,4]triazin-2-amine